isophthalate C(C1=CC(C(=O)[O-])=CC=C1)(=O)[O-]